2-(2-amino-6-((4-fluorophenyl)amino)-9H-purin-9-yl)-N-(1-ethyl-3-methyl-1H-pyrazol-5-yl)acetamide NC1=NC(=C2N=CN(C2=N1)CC(=O)NC1=CC(=NN1CC)C)NC1=CC=C(C=C1)F